C1(CCCC1)NC1=CC(=C2C(NC(=NC2=C1)CS[C@H]1C[C@@H](N(CC1)C(=O)OC(C)(C)C)C(F)(F)F)=O)F tert-Butyl trans-4-(((7-(cyclopentylamino)-5-fluoro-4-oxo-3,4-dihydroquinazolin-2-yl)methyl)thio)-2-(trifluoromethyl)piperidine-1-carboxylate